1-[3-[6-(4-fluorophenyl)imidazo[1,2-b]pyridazin-3-yl]phenyl]ethanone FC1=CC=C(C=C1)C=1C=CC=2N(N1)C(=CN2)C=2C=C(C=CC2)C(C)=O